N-(2,4-dimethoxybenzyl)-N-(3-methoxy-4-(3-(methylamino)-6-(pyrazolo[1,5-a]pyrimidin-3-yl)-1H-pyrazolo[4,3-c]pyridin-1-yl)benzyl)methanesulfonamide COC1=C(CN(S(=O)(=O)C)CC2=CC(=C(C=C2)N2N=C(C=3C=NC(=CC32)C=3C=NN2C3N=CC=C2)NC)OC)C=CC(=C1)OC